(1R,3S)-7-hydroxy-1-methoxy-5-oxoindolizine-3-carboxylic acid methyl ester COC(=O)[C@@H]1C=C(C2=CC(=CC(N12)=O)O)OC